C(C)(C)(C)OC(=O)N1CC(N(CC1)C=1C=C2C(=CNC2=CC1)N)=O 4-(3-amino-1H-indol-5-yl)-3-oxo-piperazine-1-carboxylic acid tert-butyl ester